3-pentanone oxime CCC(CC)=NO